FC1=C(C=CC=C1)C1=NC=CC(=C1)NC1=NC=NC2=CC(=C(C=C12)NC(C=C)=O)N1CCOCC1 N-(4-((2-(2-fluorophenyl)pyridin-4-yl)amino)-7-morpholinoquinazolin-6-yl)acrylamide